2-chloro-4-((2-chlorobenzofuran-7-yl)oxy)benzene ClC1=CC=CC(=C1)OC1=CC=CC=2C=C(OC21)Cl